NC1=CC=C(C(=C1NC(CN(C=1C=2N(N=C(C1)N1CCOCC1)C(=CN2)CC(F)(F)F)CC2=CC=C(C=C2)OC)=O)F)F N-(6-amino-2,3-difluorophenyl)-2-((4-methoxybenzyl)(6-morpholino-3-(2,2,2-trifluoroethyl)imidazo[1,2-b]pyridazin-8-yl)amino)acetamide